4-[(4-aminophenyl)(2-methoxyphenyl)methyl]aniline NC1=CC=C(C=C1)C(C1=CC=C(N)C=C1)C1=C(C=CC=C1)OC